C(N)(OC1C2CN(CC12C(C)(C)C)C=1SC=CN1)=O (tert-butyl 3-(thiazol-2-yl)-3-azabicyclo[3.1.0]hex-6-yl) carbamate